FC(C(=O)O)(F)F.COC(=O)C1C2CN(CC12)S(=O)(=O)C=1C=NC(=CC1)OC\C(=C/F)\CN trans-3-[6-((Z)-2-aminomethyl-3-fluoro-allyloxy)-pyridine-3-sulfonyl]-3-aza-bicyclo[3.1.0]hexane-6-carboxylic acid methyl ester trifluoroacetate salt